3-methylcyclopentylphenylphosphine CC1CC(CC1)PC1=CC=CC=C1